2-bromo-9,9-dimethyl-3-phenyl-9H-fluorene BrC1=CC=2C(C3=CC=CC=C3C2C=C1C1=CC=CC=C1)(C)C